[N+](=O)([O-])[O-].[Ir+3].[N+](=O)([O-])[O-].[N+](=O)([O-])[O-] iridium nitrate